triglycerol stearate C(CCCCCCCCCCCCCCCCC)(=O)O.OCC(O)CO.OCC(O)CO.OCC(O)CO